C(C1=CC=CC=C1)OC=1C=CC(=C2C=CC=NC12)N[C@@H]1CN(CC1)CC(=O)N1[C@@H](CCC1)C#N (2S)-1-[2-[(3S)-3-[(8-benzyloxy-5-quinolinyl)amino]pyrrolidin-1-yl]acetyl]pyrrolidine-2-carbonitrile